ClC1=C(OC(C(=O)OCC)(C)C)C(=CC(=C1)CN1N=CN(C1=O)C1=CC=C(C=C1)OC(F)(F)F)F Ethyl 2-(2-chloro-6-fluoro-4-((5-oxo-4-(4-(trifluoromethoxy) phenyl)-4,5-dihydro-1H-1,2,4-triazol-1-yl) methyl) phenoxy)-2-methylpropionate